2-phenyl-1H-indole-6-carboxamide C1(=CC=CC=C1)C=1NC2=CC(=CC=C2C1)C(=O)N